FC1=C(OC=2C=NC=3CCN(CC3C2)C2=NC(=NC(=C2C)C)C)C=CC=C1F 3-(2,3-difluorophenoxy)-6-(2,5,6-trimethylpyrimidin-4-yl)-5,6,7,8-tetrahydro-1,6-naphthyridine